ClC=1C=C(C=CC1F)N(C(CNC=1N(C=C(N1)C#N)COCC[Si](C)(C)C)=O)C N-(3-chloro-4-fluorophenyl)-2-((4-cyano-1-((2-(trimethylsilyl)ethoxy)methyl)-1H-imidazol-2-yl)amino)-N-methylacetamide